ClC1=CC(=C(C=2CCC12)O)C1=C(C2=C(N=N1)N(C=N2)C2CC(C2)(C)O)C 5-chloro-3-[7-(3-hydroxy-3-methyl-cyclobutyl)-4-methyl-imidazo[4,5-c]pyridazin-3-yl]bicyclo[4.2.0]octa-1(6),2,4-trien-2-ol